1-(4-fluorophenyl)ethane-1,2-dione FC1=CC=C(C=C1)C(C=O)=O